N1=CC(=CC2=CC=NC=C12)C(=O)N 1,7-naphthyridine-3-carboxamide